6-[4-[(3S)-3-(5-cyano-3-pyridinyl)isoxazolidine-2-carbonyl]-1-piperidinyl]pyrimidine-4-carbonitrile TFA salt OC(=O)C(F)(F)F.C(#N)C=1C=C(C=NC1)[C@H]1N(OCC1)C(=O)C1CCN(CC1)C1=CC(=NC=N1)C#N